FC1=CC=CC=2C(=N[C@@H](C(NC21)=O)NC(=O)C=2C(=NN1C2O[C@@H](CC1)C)C=1C=NC(=CC1)CO)C1=CC=CC=C1 (5R)-N-[(3S)-9-fluoro-2-oxo-5-phenyl-1,3-dihydro-1,4-benzodiazepin-3-yl]-2-[6-(hydroxymethyl)pyridin-3-yl]-5-methyl-6,7-dihydro-5H-pyrazolo[5,1-b][1,3]oxazine-3-carboxamide